Dihydrogen-Phosphat P(=O)(O)(O)[O-]